BrC1C2C(N(C1C=C2)CC2=CC=C(C=C2)OC)=O 7-bromo-3-[(4-methoxyphenyl)methyl]-3-azabicyclo[2.2.1]hept-5-en-2-one